N1(CCCCCC1)C1=NC2=CC(=C(C=C2C(=N1)NC1CCN(CC1)C(C)C)OC)OCCCN1CCCC1 2-(azepan-1-yl)-N-(1-isopropylpiperidin-4-yl)-6-methoxy-7-(3-(pyrrolidin-1-yl)propoxy)quinazolin-4-amine